4-(chlorodifluoromethoxy)-2-iodoaniline ClC(OC1=CC(=C(N)C=C1)I)(F)F